1,2-dioleylidenecarbamoyloxy-3-dimethylaminopropane C(CCCCCCC\C=C/CCCCCCCC)=C(C(CN(C)C)=CCCCCCCC\C=C/CCCCCCCC)OC(N)=O